(3S)-3-{[N-(4-methoxy-1H-indole-2-carbonyl)-L-leucyl]amino}-2-oxo-4-[(3S)-2-oxopiperidin-3-yl]butyl 2,4-dimethyl-6-(trifluoromethyl)pyridine-3-carboxylate CC1=NC(=CC(=C1C(=O)OCC([C@H](C[C@H]1C(NCCC1)=O)NC([C@@H](NC(=O)C=1NC2=CC=CC(=C2C1)OC)CC(C)C)=O)=O)C)C(F)(F)F